O(C1=CC=CC=C1)CCOC(C(=C)C)=O 2-phenoxyethylmethacrylate